C1=CC(=CC=C1SSC2=CC=C(C=C2)Cl)Cl 4,4'-dichloro diphenyl disulfide